3-(4-bromoimidazol-1-yl)propan-1-ol Hydrogen chloride Cl.BrC=1N=CN(C1)CCCO